COC1=C(CN2CC(C2)CCC2=CC3=C(N(C(N3C)=O)C3C(NC(CC3)=O)=O)C=C2)C(=CC(=C1)C1=CN(C(C(C1C)C)=O)C)OC 3-(5-((1-(2,6-dimethoxy-4-(1,4,5-trimethyl-6-oxo-1,4,5,6-tetrahydropyridine-3-yl)benzyl)azetidin-3-yl)ethyl)-3-methyl-2-oxo-2,3-dihydro-1H-benzo[d]imidazol-1-yl)Piperidine-2,6-dione